ClC=1C=CC(=NC1)C1=NN=C(O1)NC=1C=CC(=NC1)C#N 5-((5-(5-chloropyridin-2-yl)-1,3,4-oxadiazol-2-yl)amino)pyridinecarbonitrile